tert-butyl(14-((2-(2,6-dioxopiperidin-3-yl)-1,3-dioxoisoindolin-5-yl)oxy)-3,6,9,12-tetraoxatetradecyl)(methyl)carbamate C(C)(C)(C)OC(N(C)CCOCCOCCOCCOCCOC=1C=C2C(N(C(C2=CC1)=O)C1C(NC(CC1)=O)=O)=O)=O